(1s,3s,4s,5r)-5-hydroxy-2-azabicyclo[2.2.1]heptane-2,3-dicarboxylic acid 3-benzyl ester C(C1=CC=CC=C1)OC(=O)[C@H]1N([C@@H]2C[C@H]([C@H]1C2)O)C(=O)O